1-(1,3-dimethoxy-2-methylpropan-2-yl)-4-methylcyclohexane COCC(COC)(C)C1CCC(CC1)C